FC=1C=C(C=CC1)C#CC1=CC(=CC(=C1)C(F)(F)F)C(F)(F)F 1-(3-Fluorophenylethynyl)-3,5-bis(trifluoromethyl)benzene